(4-(5-(3,5-dimethyl-1H-pyrazol-4-yl)benzo[d]oxazol-2-yl)pyridin-2-yl)methanone CC1=NNC(=C1C=1C=CC2=C(N=C(O2)C2=CC(=NC=C2)C=O)C1)C